ClC1=C(C=CC=C1Cl)C1=C(N=CC(=N1)C=O)C 6-(2,3-dichlorophenyl)-5-methylpyrazine-2-carbaldehyde